3,4-dihydro-5-methyl-1(2H)-isoquinolinone CC1=C2CCNC(C2=CC=C1)=O